bis(gamma-picoline) platinum dichloride [Pt](Cl)Cl.N1=CC=C(C=C1)C.N1=CC=C(C=C1)C